O1COC2=C1C=CC(=C2)NS(=O)(=O)C=2C=C(C(=O)NC=1C=C(C=CC1)C)C=CC2 3-(N-(benzo[d][1,3]dioxol-5-yl)sulfamoyl)-N-(m-tolyl)benzamide